O(CC(=O)NC1=CC=C(C=C1)N[C@@H]1C[C@@H](N(C2=CC=CC=C12)C(CC)=O)C)CC(=O)NC1=CC=C(C=C1)N[C@@H]1C[C@@H](N(C2=CC=CC=C12)C(CC)=O)C 2,2'-oxybis(N-(4-(((2S,4R)-2-methyl-1-propionyl-1,2,3,4-tetrahydroquinolin-4-yl)amino)phenyl)acetamide)